pyrrolo[4,3,2-ij]isoquinoline-1(2H)-carboxylate N1(CC=2C=CC=C3C=CN=C1C23)C(=O)[O-]